CN(C1CN(C1)C(C)=O)C=1C=CC=C2CCNCC12 1-(3-(methyl(1,2,3,4-tetrahydroisoquinolin-8-yl)amino)azetidin-1-yl)ethan-1-one